2-amino-4-chloro-6-(2-hydroxy-2-methylpropoxy)pyrazolo[1,5-a]Pyridine-3-nitrile NC1=NN2C(C(=CC(=C2)OCC(C)(C)O)Cl)=C1C#N